1-(3-chloro-4-cyanophenyl)piperidine-4-carboxylic acid ClC=1C=C(C=CC1C#N)N1CCC(CC1)C(=O)O